C(C)(C)(C)C=1C(=C(C=CC1)C(C)C)C(C)(C)C bis(tert-butyl)isopropyl-benzene